BrC1=CC=C2NC(C(NC2=C1F)=O)C 7-bromo-8-fluoro-3-methyl-3,4-dihydroquinoxalin-2(1H)-one